C1N(CCC2=CC=CC=C12)C[C@H](CN1CCOC2=C(C1=O)C=CC(=C2)C(=O)N2C1COCC2CC1)O 4-[(2R)-3-(3,4-dihydro-1H-isoquinolin-2-yl)-2-hydroxy-propyl]-8-(3-oxa-8-azabicyclo[3.2.1]octane-8-carbonyl)-2,3-dihydro-1,4-benzoxazepine-5-one